4-amino(hexahydrocyclopenta[c]pyrrole) NC1CC=C2CNCC21